di-tert-butyl sulfide C(C)(C)(C)SC(C)(C)C